(R)-(-)-8-(α-deuterioethyl)quinoline [2H][C@H](C)C=1C=CC=C2C=CC=NC12